C1(=CC=CC=C1)C(C=O)C 2-Phenylpropan-1-one